6-bromo-8-ethoxy-2-methylimidazo[1,2-a]pyridine BrC=1C=C(C=2N(C1)C=C(N2)C)OCC